2-{[6-(2,2-difluoroethoxy)-2-methylindolizin-3-yl]formamido}propanamide FC(COC1=CN2C(=C(C=C2C=C1)C)C(=O)NC(C(=O)N)C)F